N1C=C(C2=CC=CC=C12)CCNC=1C2=C(N=C(N1)C=1C=NC=C(C1)C)C(=CS2)C(C)C N-(2-(1H-indol-3-yl)ethyl)-7-isopropyl-2-(5-methylpyridin-3-yl)thieno[3,2-d]pyrimidin-4-amine